N1(CCCCCC1)C(=O)C1=CC(=CC=C1)C=1C=NC(=CC1)C Azepan-1-yl-(3-(6-methylpyridin-3-yl)phenyl)methanone